CC=1N(C2=CC=C(C=C2C1C)NC(C=C)=O)CC1=CC(=CC=C1)C(F)(F)F N-(2,3-dimethyl-1-(3-(trifluoromethyl)benzyl)-1H-indol-5-yl)acrylamide